3-[(3R)-3-({6-[2-hydroxy-4-(trifluoromethyl)phenyl]-5-methylpyridazin-3-yl}amino)piperidin-1-yl]propanoic acid OC1=C(C=CC(=C1)C(F)(F)F)C1=C(C=C(N=N1)N[C@H]1CN(CCC1)CCC(=O)O)C